FC1=C2C=CC(=NC2=CC=C1)C1CCOCC1 5-fluoro-2-(oxan-4-yl)quinolin